2-[(2R/S)-2,3-dihydro[1,4]dioxino[2,3-b]pyridin-2-ylmethyl]-8-methyl-N-(4-methylbenzyl)-4,5-dihydro-2H-furo[2,3-g]indazole-7-carboxamide O1[C@@H](COC2=NC=CC=C21)CN2N=C1C3=C(CCC1=C2)OC(=C3C)C(=O)NCC3=CC=C(C=C3)C |r|